C(C)C1=CC=2N=NC=CC2NC1=O 7-ethyl-6-oxo-5,6-dihydro-pyrido[3,2-c]pyridazine